Methyl 7-((3,4-difluorobenzyl)oxy)-9-oxo-3,4,11,11a-tetrahydro-1H-pyrazino[1',2':3,4]imidazo[1,2-c]pyrimidine-2(9H)-carboxylate FC=1C=C(COC=2C=C3N(C(N2)=O)CC2N3CCN(C2)C(=O)OC)C=CC1F